3-[4-(4-chlorophenyl)sulfonyl-4-(2,5-difluorophenyl)cyclohexyl]propanoic acid ClC1=CC=C(C=C1)S(=O)(=O)C1(CCC(CC1)CCC(=O)O)C1=C(C=CC(=C1)F)F